2-(5-bromo-7-fluoro-2-methyl-2H-indazol-3-yl)propan-2-amine BrC1=CC2=C(N(N=C2C(=C1)F)C)C(C)(C)N